NC1=C2N(C(N(C2=NC=N1)C1CCCC1)=O)C1=CC=C(CNC(C2=C(C=CC=C2)OC)=O)C=C1 N-(4-(6-amino-9-cyclopentyl-8-oxo-8,9-dihydro-7H-purin-7-yl)benzyl)-2-methoxybenzamide